(R)-N-[(7S)-1'-(7-bromo-6-methyl-pyrazolo[1,5-a]pyrazin-4-yl)-3-methoxy-spiro[5,7-dihydrocyclopenta[c]pyridine-6,4'-piperidine]-7-yl]-2-methyl-propane-2-sulfinamide BrC1=C(N=C(C=2N1N=CC2)N2CCC1(CC2)CC2=C(C=NC(=C2)OC)[C@H]1N[S@](=O)C(C)(C)C)C